O(C#N)C1=CC=C(OC2=CC=C(C=C2)C(=O)C2=CC=C(C=C2)OC2=CC=C(C=C2)OC#N)C=C1 Bis(4-(4-cyanatophenoxy)phenyl)keton